FC1(C2CC(CC12)C(=O)O)F 6,6-Difluoro-bicyclo-[3.1.0]-hexane-3-carboxylic acid